Cl.N[C@H]1CN(CCC1)C(=O)C1=CC2=C(N(C(=N2)C2=CC3=C(N2CCOC)SC=C3)C)C(=C1)OC (R)-(3-aminopiperidin-1-yl)(7-methoxy-2-(6-(2-methoxyethyl)-6H-thieno[2,3-b]pyrrol-5-yl)-1-methyl-1H-benzo[d]imidazol-5-yl)methanone hydrochloride